[7-[(5-Fluoro-2-pyridyl)methyl]-2-azaspiro[3.5]nonan-2-yl]-[(3S)-3-(1H-1,2,4-triazol-5-yl)pyrrolidin-1-yl]methanone FC=1C=CC(=NC1)CC1CCC2(CN(C2)C(=O)N2C[C@H](CC2)C2=NC=NN2)CC1